2,3,3,7-tetramethyl-3H-pyrrolo[2,3-b]pyridin-7-ium CC=1C(C=2C(=[N+](C=CC2)C)N1)(C)C